[N+](=O)([O-])C1=C(C=CC(=C1)[N+](=O)[O-])O R-2,4-dinitrophenol